tetradecenyl-sodium C(=CCCCCCCCCCCCC)[Na]